C(C)(=O)OCCCCCCCC\C=C\C=CCC (E)-9,11-Tetradecadienyl acetate